CN(CCCC1=C(C=CC=C1)S(=O)(=O)N)C (3-(dimethylamino)propyl)benzenesulfonamide